CC1=CNC2=CC=C(C=C12)C1=CC=C(C=C1)CC(=O)[O-] 2-(4-(3-methyl-1H-indol-5-yl)phenyl)acetate